CN1N=CC(=C1)C1=CN=CC(=N1)N1CCC2(OCCO2)CC1 8-(6-(1-methyl-1H-pyrazol-4-yl)pyrazin-2-yl)-1,4-dioxa-8-azaspiro[4.5]decane